tetra-p-tolyliron C1(=CC=C(C=C1)[Fe](C1=CC=C(C=C1)C)(C1=CC=C(C=C1)C)C1=CC=C(C=C1)C)C